[5-(5-fluoro-1-methylindazol-6-yl)naphthalen-1-yl]acetic acid FC=1C=C2C=NN(C2=CC1C1=C2C=CC=C(C2=CC=C1)CC(=O)O)C